C(C)OCC1=CC=C(C=C1)C1=CC=C(C=C1)COCC 4,4'-bisethoxymethyl-biphenyl